2-((1-((1R)-1-(4-((2,2-difluorocyclopropyl)ethynyl)-3-fluorophenyl)ethyl)-6-methyl-2-oxo-1,2-dihydropyridin-4-yl)oxy)-N,N-dimethylacetamide FC1(C(C1)C#CC1=C(C=C(C=C1)[C@@H](C)N1C(C=C(C=C1C)OCC(=O)N(C)C)=O)F)F